The molecule is fully deprotonated form of 5-diphospho-1D-myo-inositol 1,3,4,6-tetrakisphosphate; major species at pH 7.3 It is an inositol phosphate oxoanion and a myo-inositol polyphosphate. It is a conjugate base of a 5-diphospho-myo-inositol 1,3,4,6-tetrakisphosphate. [C@H]1([C@H](C([C@H]([C@@H](C1O)OP(=O)([O-])[O-])OP(=O)([O-])[O-])OP(=O)([O-])OP(=O)([O-])[O-])OP(=O)([O-])[O-])OP(=O)([O-])[O-]